2-(5-Acetyl-7-cyanobenzo[b]thiophen-2-yl)-4-methylthiazole-5-carboxylic acid 4-methoxybenzyl ester COC1=CC=C(COC(=O)C2=C(N=C(S2)C2=CC3=C(S2)C(=CC(=C3)C(C)=O)C#N)C)C=C1